7-Chloro-3,4-dihydroisoquinoline ClC1=CC=C2CCN=CC2=C1